C1N(C[C@@H]2[C@H]1CNC2)C=2C=C1CN(C(C1=CC2)=O)C2C(NC(CC2)=O)=O 3-(5-((3ar,6as)-hexahydropyrrolo[3,4-c]pyrrol-2(1H)-yl)-1-oxoisoindolin-2-yl)piperidine-2,6-dione